CC1=C(C(=O)N([C@H]2CN(CCC2)C(=O)OC(C)(C)C)C2=NC=CC3=C2C(=CS3)C)C=CC(=C1)B1OC(C(O1)(C)C)(C)C tert-butyl (3R)-3-[[2-methyl-4-(4,4,5,5-tetramethyl-1,3,2-dioxaborolan-2-yl)benzoyl]-(3-methylthieno[3,2-c]pyridin-4-yl)amino]piperidine-1-carboxylate